ethyl 6-amino-1,4-difluoro-indane-2-carboxylate NC1=CC(=C2CC(C(C2=C1)F)C(=O)OCC)F